N-((3S,4R)-3-fluoro-1-(methylsulfonyl)piperidin-4-yl)-7-(5-methylpyridin-2-yl)pyrrolo[2,1-f][1,2,4]triazin-2-amine F[C@H]1CN(CC[C@H]1NC1=NN2C(C=N1)=CC=C2C2=NC=C(C=C2)C)S(=O)(=O)C